5-chlorobenzo[d]oxazole ClC=1C=CC2=C(N=CO2)C1